N-[4-[4-(4,5-dichloro-2-pyridinyl)piperazin-1-yl]sulfonylphenyl]benzamide ClC1=CC(=NC=C1Cl)N1CCN(CC1)S(=O)(=O)C1=CC=C(C=C1)NC(C1=CC=CC=C1)=O